C(C(=O)O)(=O)O.NCCC(=O)O beta-alanine oxalate